[C@@H]1([C@H](O)[C@@H](O)[C@@H](O)[C@H](O1)CO)[C@@]1([C@H](O)[C@H](O)[C@@H](CO)O1)N1C(=O)NC(=O)C=C1 beta-D-galactosyl-uridine